5-(1-((S)-1,1-difluoropropan-2-yl)-1H-benzo[d][1,2,3]triazol-6-yl)-6-fluoro-N-((3R,4S)-3-fluoro-1-methylpiperidin-4-yl)-4-methoxypyrrolo[2,1-f][1,2,4]triazin-2-amine FC([C@H](C)N1N=NC2=C1C=C(C=C2)C=2C(=CN1N=C(N=C(C12)OC)N[C@@H]1[C@@H](CN(CC1)C)F)F)F